FC=1C=C2C(C(=CN(C2=NC1OC)C(C)C)C=O)=O 6-fluoro-7-methoxy-4-oxo-1-(propan-2-yl)-1,4-dihydro-1,8-naphthyridine-3-carbaldehyde